N1C[C@@H](CCC1)NC1=CC=CC(=N1)N1N(C(C2=CN=C(N=C12)NC1=CC=C(C=C1)Cl)=O)CC=C 1-{6-[(R)-3-piperidylamino]-2-pyridyl}-2-allyl-6-(p-chlorophenylamino)-1,2-dihydro-3H-1,2,5,7-tetraazainden-3-one